Cl.ClC=1C=C(C=CC1)COC1CCN(CC1)C1(CCOCC1)C(=O)N[C@@H](C)C1=CC=C(C(=O)O)C=C1 4-[(1S)-1-[[4-[4-[(3-chlorophenyl)methoxy]-1-piperidyl]tetrahydropyran-4-carbonyl]amino]ethyl]benzoic acid, hydrochloride